N-[3-[2-(difluoromethoxy)-5-[1-[(1-methylazetidin-3-yl)methyl]pyrazol-4-yl]oxy-phenyl]-1-methyl-pyrazol-4-yl]pyrazolo[1,5-a]pyrimidine-3-carboxamide FC(OC1=C(C=C(C=C1)OC=1C=NN(C1)CC1CN(C1)C)C1=NN(C=C1NC(=O)C=1C=NN2C1N=CC=C2)C)F